diphenyl-(ethoxy)borane C1(=CC=CC=C1)B(OCC)C1=CC=CC=C1